N-((2-((4-fluorobenzyl)oxy)naphthalen-1-yl)methyl)-1-methylpiperidin-4-amine FC1=CC=C(COC2=C(C3=CC=CC=C3C=C2)CNC2CCN(CC2)C)C=C1